3-amino-5-hydroxypyrazole NC1=NNC(=C1)O